butyltriphenoxy(phenyl)silane C(CCC)C1=C(O[Si](C2=CC=CC=C2)(OC2=CC=CC=C2)OC2=CC=CC=C2)C=CC=C1